2-chloro-N-((1R,2R,4S)-7-cyano-7-azabicyclo[2.2.1]heptan-2-yl)-4-(6-(difluoromethoxy)-2-pyridinyl)benzamide ClC1=C(C(=O)N[C@H]2[C@H]3CC[C@@H](C2)N3C#N)C=CC(=C1)C1=NC(=CC=C1)OC(F)F